C(C)(=O)N1C=CC2=CC(=CC=C12)NC1=NC=C2C(=N1)N(N(C2=O)CC=C)C2=NC(=CC=C2)OC2CCNCC2 6-((1-acetyl-1H-indol-5-yl)amino)-2-allyl-1-(6-(piperidin-4-yloxy)pyridin-2-yl)-1,2-dihydro-3H-pyrazolo[3,4-d]pyrimidin-3-one